C(CCCCCC)(=O)N[C@@H](CCC(=O)O)C(=O)O N-heptanoyl-glutamic acid